CC1=C(C=C(C(=O)NC=2SC3=C(N2)C=CC(=C3)C(=O)O)C=C1)C(F)(F)F 2-(4-methyl-3-(trifluoromethyl)benzamido)benzo[d]thiazole-6-carboxylic acid